Methyl 4-[[2,6-difluoro-3-(trifluoromethyl)benzoyl]amino]pyridine-2-carboxylate FC1=C(C(=O)NC2=CC(=NC=C2)C(=O)OC)C(=CC=C1C(F)(F)F)F